7-(([1,1'-biphenyl]-4-yl)methoxy)-1,2,3,4-tetrahydroisoquinoline C1(=CC=C(C=C1)COC1=CC=C2CCNCC2=C1)C1=CC=CC=C1